7-(3-bromo-5-fluorophenyl)-5,6,7,8-tetrahydro-2,7-naphthyridine-3-carboxylic acid ethyl ester C(C)OC(=O)C=1N=CC=2CN(CCC2C1)C1=CC(=CC(=C1)F)Br